3-amino-N-(2-{8-methoxy-1,6-diazaspiro[3.4]octan-6-yl}-5,6,7,8-tetrahydroquinolin-6-yl)-6-methylthieno[2,3-b]pyridine-2-carboxamide NC1=C(SC2=NC(=CC=C21)C)C(=O)NC2CC=1C=CC(=NC1CC2)N2CC1(CCN1)C(C2)OC